3-(4-(Dibenzylamino)phenyl)oxetan-3-ol C(C1=CC=CC=C1)N(C1=CC=C(C=C1)C1(COC1)O)CC1=CC=CC=C1